N-(3-aminopropyl)-3-[[2-(3-carbamimidoylphenyl)-1-(6-methoxy-1,3-benzothiazol-2-yl)ethyl]sulfamoyl]benzamide NCCCNC(C1=CC(=CC=C1)S(NC(CC1=CC(=CC=C1)C(N)=N)C=1SC2=C(N1)C=CC(=C2)OC)(=O)=O)=O